diaminodiphenylmenthane NC1C(C(CCC1C(C)C)(C)C1=CC=CC=C1)(C1=CC=CC=C1)N